C(C)(C)(C)OC(=O)NC(C(C(=O)[O-])(C)C)CC(=O)[O-] [[(tert-butoxy)carbonyl]amino]-2,2-dimethylpentanedioate